4-((4-(2-cyanopyridin-4-yl)-2,6-difluorobenzyl)oxy)phenyl sulfurofluoridate S(OC1=CC=C(C=C1)OCC1=C(C=C(C=C1F)C1=CC(=NC=C1)C#N)F)(=O)(=O)F